[I-].C(CCCCCCCCCCCCCCCCCCCCCCCCC)C1=CC=C(C=CC2=CC=[N+](C=C2)C)C=C1 4-(4-(hexacosanyl)styryl)-N-methylpyridinium iodide